S1C(=NC2=C1C=CC=C2)S(=O)(=O)C(F)F difluoromethyl (2-benzothiazolyl) sulfone